(±)-tert-Butyl 3-(4-((7-((tert-butoxycarbonyl)(cyclopropyl)amino)-3-cyanopyrazolo[1,5-a]pyrimidin-5-yl)amino)-2-((methylsulfinyl)methyl)phenyl)piperidine-1-carboxylate C(C)(C)(C)OC(=O)N(C1=CC(=NC=2N1N=CC2C#N)NC2=CC(=C(C=C2)C2CN(CCC2)C(=O)OC(C)(C)C)CS(=O)C)C2CC2